FC1=C(C=CC=C1)C1(CCCC1)NCC1=CC(=C(C=C1)O)CN1CCN(CC1)C 4-(((1-(2-fluorophenyl)cyclopentyl)-amino)methyl)-2-((4-methylpiperazin-1-yl)methyl)phenol